1,1'-(2,6-Dimethyl-4-(thieno[3,2-c]pyridin-3-yl)-1,4-dihydropyridin-3,5-diyl)bis(ethan-1-on) CC=1NC(=C(C(C1C(C)=O)C1=CSC2=C1C=NC=C2)C(C)=O)C